hexa(trimethylsilyl-ethynyl)benzene tert-butyl-(S)-5-cyclopropyl-2-((2-(3,6-dihydro-2H-pyran-4-yl)-3-((1,1,1-trifluoropropan-2-yl)oxy)pyridin-4-yl)amino)benzoate C(C)(C)(C)OC(C1=C(C=CC(=C1)C1CC1)NC1=C(C(=NC=C1)C=1CCOCC1)O[C@H](C(F)(F)F)C)=O.C[Si](C)(C)C#CC1=C(C(=C(C(=C1C#C[Si](C)(C)C)C#C[Si](C)(C)C)C#C[Si](C)(C)C)C#C[Si](C)(C)C)C#C[Si](C)(C)C